C(C1=CC=CC=C1)OC(=O)N1[C@H]([C@@H](CC1)O[Si](CC)(CC)CC)C(=O)NC1=CC=C2C(=N1)C=CN2C(=O)OC(C)(C)C tert-Butyl 5-({(3R)-1-[(benzyloxy)carbonyl]-3-[(triethylsilyl)oxy]-D-prolyl}amino)-1H-pyrrolo[3,2-b]pyridine-1-carboxylate